2-(tert-butylamino)-4-((1R,3S)-3-hydroxycyclohexylamino)pyrimidine-5-carboxamide C(C)(C)(C)NC1=NC=C(C(=N1)N[C@H]1C[C@H](CCC1)O)C(=O)N